C(C=C)(=O)O.C(C=C)(=O)OC1=CC=CC2=CC=CC=C12 1-naphthyl acrylate acrylate